BrC=1C=C(C2=C(N=CN2)C1)C(=O)O 6-bromo-3H-1,3-benzodiazole-4-carboxylic acid